6-fluoro-7-[(2R)-2-(hydroxymethyl)pyrrolidin-1-yl]-4-oxo-N-(3,3,4,4,4-pentafluorobutan-2-yl)-1-(2,4,6-trifluorophenyl)-1,4-dihydro-1,8-naphthyridine-3-carboxamide FC=1C=C2C(C(=CN(C2=NC1N1[C@H](CCC1)CO)C1=C(C=C(C=C1F)F)F)C(=O)NC(C)C(C(F)(F)F)(F)F)=O